C1(=CC=CC=2C(=CC=CC12)S(=O)(=O)O)S(=O)(=O)O.NCCNC(=O)NC(CO)(CO)CO 1-(2-aminoethyl)-3-(1,3-dihydroxy-2-(hydroxymethyl)propan-2-yl)urea naphthalene-1,5-disulfonate